FC1=CC=C(CNN2CCN(CC2)C=2SC3=C(C(N2)=O)C=C(C=C3[N+](=O)[O-])C(F)(F)F)C=C1 2-(4-((4-fluorobenzyl)amino)piperazin-1-yl)-8-nitro-6-(trifluoromethyl)-4H-benzo[e][1,3]thiazin-4-one